C(C)(C)(C)OC(=O)NCCCCCCCCCC(=O)O 10-[(tert-butoxycarbonyl)amino]decanoic acid